CC=1C(=CSC1)C(=O)O 4-methyl-3-thiophenecarboxylic acid